ClCCCNC(=O)C=1C(=NOC1C)C1=CC=CC=C1 N-(3-chloropropyl)-5-methyl-3-phenylisoxazole-4-carboxamide